FC(C=1C=NC2=CC=C(C=C2N1)C(C)N1C[C@@H](N(C[C@H]1C)C=1C=2N(N(C(C1)=O)C)C=C(N2)CC#N)C)F 2-(8-((2S,5R)-4-(1-(3-(difluoromethyl)quinoxalin-6-yl)ethyl)-2,5-dimethylpiperazin-1-yl)-5-methyl-6-oxo-5,6-dihydroimidazo[1,2-b]pyridazin-2-yl)acetonitrile